FC=C fluoroethylene